2-(2-((5'-(1-aminoisoquinolin-7-yl)-2',3'-dihydrospiro[cyclopentane-1,1'-indene]-3'-yl)oxy)-6-methylphenyl)acetic acid NC1=NC=CC2=CC=C(C=C12)C=1C=C2C(CC3(C2=CC1)CCCC3)OC3=C(C(=CC=C3)C)CC(=O)O